C(C1=CC=CC=C1)OC(=O)N1CCC(CC1)CN1[C@H]2CN([C@@H](C1)C2)C(=O)OC(C)(C)C tert-butyl (1R,4R)-5-((1-((benzyloxy) carbonyl) piperidin-4-yl)methyl)-2,5-diazabicyclo[2.2.1]heptane-2-carboxylate